C(C)(C)(C)C=1C=C2C=NN(C(C2=C(C1)F)=O)C1=NC=CC(=C1CO)C=1C=C(C(N(C1)C)=O)C1(CC1)C(=O)N [5-[2-(6-tert-butyl-8-fluoro-1-oxo-phthalazin-2-yl)-3-(hydroxymethyl)-4-pyridinyl]-1-methyl-2-oxo-3-pyridinyl]Cyclopropanecarboxamide